C1(CCC(=CC1)C=1N=C(SC1)N)C1=CC=CC=C1 4-(1,2,3,6-tetrahydro-[1,1'-biphenyl]-4-yl)thiazol-2-amine